CC1(OB(OC1(C)C)C1=CC=C(C=C1)C=1CCC(CC1)CC(=O)OCC)C Ethyl 2-(4'-(4,4,5,5-tetramethyl-1,3,2-dioxaborolan-2-yl)-2,3,4,5-tetrahydro-[1,1'-biphenyl]-4-yl)acetate